(3-(3-benzyl-4-oxo-3,4-dihydro-phthalazin-1-yl)benzyl)sulphonamide hydrochloride Cl.C(C1=CC=CC=C1)N1N=C(C2=CC=CC=C2C1=O)C=1C=C(CS(=O)(=O)N)C=CC1